(9Z,12Z)-1-(3-(1-methylpiperidin-4-yl)-1H-indol-1-yl)octadeca-9,12-dien-1-one CN1CCC(CC1)C1=CN(C2=CC=CC=C12)C(CCCCCCC\C=C/C\C=C/CCCCC)=O